7-(6-amino-5-carbamoyl-pyridin-3-yl)-1-cyclopropyl-6-fluoro-8-methyl-4-oxo-1,4-dihydroquinoline-3-carboxylic acid NC1=C(C=C(C=N1)C1=C(C=C2C(C(=CN(C2=C1C)C1CC1)C(=O)O)=O)F)C(N)=O